CC1=CC=C(O1)C([O-])=S 5-methylfuran-2-carbothioate